BrC1=NC(=NN1C(C)C)C=1C=C(C(=NC1)N)C(F)(F)F 5-(5-bromo-1-isopropyl-1,2,4-triazol-3-yl)-3-(trifluoromethyl)pyridin-2-amine